rac-6-isopropoxy-2-((1r,4r)-1-methyl-2-oxabicyclo[2.2.1]hept-4-yl)-2H-indazole-5-carboxylic acid C(C)(C)OC=1C(=CC2=CN(N=C2C1)[C@]12CO[C@](CC1)(C2)C)C(=O)O |r|